4,6-dibromopyridin-3-amine BrC1=C(C=NC(=C1)Br)N